CC1OC2(CC1)C(CCCC2(C)C)(O)C 2,6,10,10-tetramethyl-1-oxaspiro[4.5]Decan-6-ol